FC1=C(C(=O)N2[C@@H]3[C@H](C[C@H]([C@H]2C2=CC=C(C=C2)NC2CCOCC2)C(=O)O)CCC3)C(=CC=C1)C (2S,3R,4aS,7aS)-1-(2-fluoro-6-methyl-benzoyl)-2-[4-(tetrahydropyran-4-ylamino)phenyl]-2,3,4,4a,5,6,7,7a-octahydrocyclopenta[b]pyridine-3-carboxylic acid